C1(=CC=CC=C1)C1=NC(=CC(=N1)C1=CC=CC=C1)C1=CC=C(C=C1)B1OC(C(O1)(C)C)(C)C 2,4-diphenyl-6-[4-(4,4,5,5-tetramethyl-1,3,2-dioxaborolan-2-yl)phenyl]pyrimidine